C(C)(C)(C)OC(=O)NCCN1C[C@@H](N([C@@H](C1)C)C(=O)OC(C)(C)C)C tert-butyl (2S,6R)-4-(2-((tert-butoxycarbonyl)amino)ethyl)-2,6-dimethylpiperazine-1-carboxylate